carboxyl-lead C(=O)(O)[Pb]